FC(CCC[Si](Cl)(Cl)Cl)(F)F trifluorobutyl-trichlorosilane